tetra-lysine dihydrochloride Cl.Cl.N[C@@H](CCCCN)C(=O)O.N[C@@H](CCCCN)C(=O)O.N[C@@H](CCCCN)C(=O)O.N[C@@H](CCCCN)C(=O)O